CC1=C(C(=NN1C1=CC=2C(N=C1C)=NNC2)C=2C1=CN(N=C1C=CC2)C[C@H](O)C2=CC=CC=C2)C(C)C (1R)-2-[4-(5-Methyl-1-{6-methyl-2H-pyrazolo[3,4-b]pyridin-5-yl}-4-(propan-2-yl)-1H-pyrazol-3-yl)-2H-indazol-2-yl]-1-phenylethan-1-ol